(8R,95S,10R)-10-((dimethylamino)methyl)-N-(4-methoxyphenyl)-9-(4-(phenylethynyl)phenyl)-1,6-diazabicyclo[6.2.0]decane-6-carboxamide CN(C)C[C@H]1C([C@@H]2CN(CCCCN12)C(=O)NC1=CC=C(C=C1)OC)C1=CC=C(C=C1)C#CC1=CC=CC=C1